(R)-2-amino-N-((S)-3-(4-chloro-2-methylphenoxy)-1-(4,4,5,5-tetramethyl-1,3,2-dioxaborolan-2-yl)propyl)-3-methoxypropanamide hydrochloride Cl.N[C@@H](C(=O)N[C@H](CCOC1=C(C=C(C=C1)Cl)C)B1OC(C(O1)(C)C)(C)C)COC